(S)-5-(3-fluoro-4-((6-methylpyridin-2-yl)oxy)phenyl)-6-(piperidin-3-yl)-7,8-dihydro-6H-Imidazo[1',2':1,5]pyrrolo[2,3-d]pyrimidin-4-amine FC=1C=C(C=CC1OC1=NC(=CC=C1)C)C1=C2N(C=3N=CN=C(C31)N)CCN2[C@@H]2CNCCC2